Cl.COC=1C=C(CC(N([2H])[2H])([2H])[2H])C=CC1O 3-Methoxytyramin-d4-HCl